CC(C#N)CC1=CC=CC=C1 methylbenzyl-acetonitrile